1-tosyl-4-((triisopropylsilyl)ethynyl)-1H-pyrrolo[2,3-b]pyridine-5-carboxamide S(=O)(=O)(C1=CC=C(C)C=C1)N1C=CC=2C1=NC=C(C2C#C[Si](C(C)C)(C(C)C)C(C)C)C(=O)N